N-(but-2-yn-1-yl)-N-methyl-2-(methylamino)acetamide C(C#CC)N(C(CNC)=O)C